N1C=C(C2=CC=CC=C12)/C=C(/C(=O)C1=CC2=C(OCO2)C(=C1)OC)\C (E)-3-(1H-indol-3-yl)-1-(7-methoxybenzo[d][1,3]dioxol-5-yl)-2-methylpropan-2-en-1-one